C1(CC1)NC(C1=C(C=C(C=C1OC)C1=CN=C2N1C=CC(=C2)OCC=2OC=CN2)OC(F)F)=O N-cyclopropyl-2-(difluoromethoxy)-6-methoxy-4-[7-(oxazol-2-ylmethoxy)imidazo[1,2-a]pyridin-3-yl]benzamide